Docosatrienoic acid CC/C=C\C/C=C\C/C=C\CCCCCCCCCCCC(=O)O